4-bromo-N-((1S,2R)-2-(6-fluoro-2,3-dimethylphenyl)-1-(5-oxo-4,5-dihydro-1,3,4-oxadiazol-2-yl)propyl)piperidine-1-sulfonamide BrC1CCN(CC1)S(=O)(=O)N[C@@H]([C@H](C)C1=C(C(=CC=C1F)C)C)C=1OC(NN1)=O